O=C1NC(CCC1N1C(C2=CC=C(C=C2C1=O)NC(COCC(N1CCC(CC1)N1N=CC(=C1)C1=NC2=CC=CC=C2N=C1)=O)=O)=O)=O N-(2-(2,6-Dioxopiperidin-3-yl)-1,3-dioxoisoindolin-5-yl)-2-(2-oxo-2-(4-(4-(quinoxalin-2-yl)-1H-pyrazol-1-yl)piperidin-1-yl)ethoxy)acetamide